2-(3-fluorophenyl)thioacetamide FC=1C=C(C=CC1)CC(=S)N